CN1C(C2=C(C=3C=CC=CC13)C(=CN2C=2C=NN(C2)C)C(=O)O)=O 5-methyl-3-(1-methyl-1H-pyrazol-4-yl)-4-oxo-4,5-dihydro-3H-pyrrolo[2,3-c]quinoline-1-carboxylic acid